2-{3-[2-(1-{[3,5-bis(difluoromethyl)-1H-pyrazol-1-yl] acetyl} piperidin-4-yl)-1,3-thiazol-4-yl]-4,5-dihydro-1,2-oxazol-5-yl}-phenylmethanesulfonate FC(C1=NN(C(=C1)C(F)F)CC(=O)N1CCC(CC1)C=1SC=C(N1)C1=NOC(C1)C1=C(C=CC=C1)CS(=O)(=O)[O-])F